C(C)(C)C=1C=NN2C1N=C(C=C2NC2CCNCC2)C 4-[(3-isopropyl-5-methyl-pyrazolo[1,5-a]pyrimidin-7-yl)amino]piperidine